C(=O)(OC(C)(C)C)N[C@@H](C(C)C)C(=O)O N-bocvaline